NC1=C(C=CC=C1NCC1=CC(=CC=C1)Cl)N1CCN(CC1)C(=O)OC(C)(C)C Tert-Butyl 4-(2-Amino-3-((3-Chlorobenzyl)Amino)Phenyl)Piperazine-1-Carboxylate